BrC=1N=C(N2C1C=CC=C2)C(C)(C)NC(=O)C2[C@H]1CNC[C@@H]2C1 (1R,5S,6s)-N-(2-(1-bromoimidazo[1,5-a]pyridin-3-yl)propan-2-yl)-3-azabicyclo[3.1.1]heptane-6-carboxamide